2-((5-Bromo-2-((3-(trifluoromethoxy)phenyl)amino)pyrimidin-4-yl)amino)-N-methylbenzamide BrC=1C(=NC(=NC1)NC1=CC(=CC=C1)OC(F)(F)F)NC1=C(C(=O)NC)C=CC=C1